[7-fluoro-2-(hydroxymethyl)indan-5-yl]acetamide FC=1C=C(C=C2CC(CC12)CO)CC(=O)N